[Si](C)(C)(C(C)(C)C)OCCNC=1C=C(CNC(OCC2=CC=CC=C2)=O)C=CC1F benzyl (3-((2-((tert-butyldimethylsilyl)oxy)ethyl)amino)-4-fluorobenzyl)carbamate